NC=1C(=NN(C1)C1CCC(CC1)CN(CCCOCCCNC1=C2C(N(C(C2=CC=C1)=O)C1C(NC(CC1)=O)=O)=O)C)C(F)F 4-[3-[3-[[4-[4-amino-3-(difluoromethyl)pyrazol-1-yl]cyclohexyl]methyl-methyl-amino]propoxy]propylamino]-2-(2,6-dioxo-3-piperidyl)isoindoline-1,3-dione